(3S)-10-chloro-11-(2,4-difluorophenyl)-3-methoxy-8-(piperazin-1-yl)-3,4-dihydro-2H,6H-[1,4]thiazepino[2,3,4-ij]quinazolin-6-one ClC=1C=C2C(=NC(N3C2=C(C1C1=C(C=C(C=C1)F)F)SC[C@H](C3)OC)=O)N3CCNCC3